C(=O)(O)CC1=C(C=C(C(=O)O)C=C1O)O 4-(carboxymethyl)-3,5-dihydroxybenzoic acid